C1(=CC=CC=C1)CN[SiH2]CC[SiH3] 1-(phenylmethylamino)-1,4-disilabutane